NC\C=C(\CN1C=NC2=C1C=C(C=C2C2=CC=C(C=C2)S(=O)(=O)NC2CC2)F)/F (Z)-4-(1-(4-amino-2-fluorobut-2-en-1-yl)-6-fluoro-1H-benzo[d]imidazol-4-yl)-N-cyclopropylbenzenesulfonamide